ClC=1C(=C2C=NN(C2=CC1F)C1OCCCC1)B1OC(C(O1)(C)C)(C)C 5-Chloro-6-fluoro-1-(tetrahydro-2H-pyran-2-yl)-4-(4,4,5,5-tetramethyl-1,3,2-dioxaborolan-2-yl)-1H-indazole